(4,4,5,5-tetramethyl-1,3,2-dioxaborolan-2-yl)-5-(trifluoromethyl)phenol CC1(OB(OC1(C)C)C1=C(C=C(C=C1)C(F)(F)F)O)C